C(#N)C=1C=C(C=NC1)S(=O)(=O)N(C(C(F)(F)F)C1=CC=C(C=C1)C)C 5-cyano-N-methyl-N-(2,2,2-trifluoro-1-(p-tolyl)ethyl)pyridine-3-sulfonamide